(1,2,3,6-tetrahydropyridin-4-yl)-thiophene N1CCC(=CC1)C=1SC=CC1